FC=1C=C2C(=CNC2=CC1)CCCN1CCN(CC1)C1=NSC2=C1C=CC(=C2)C (4-(3-(5-fluoro-1H-indol-3-yl)propyl)piperazin-1-yl)-6-methylbenzo[d]isothiazole